Cl.CC1NCC1(F)F 2-methyl-3,3-difluoroazetidine hydrochloride